(S)-tert-butyl 4-(2-(3-(2-(methoxymethoxy)phenyl)-5-methyl-7,8-dihydro-5H-pyrido[3',4':4,5]pyrrolo[2,3-c]pyridazin-6(9H)-yl)pyrimidin-4-yl)piperidine-1-carboxylate COCOC1=C(C=CC=C1)C1=CC2=C(N=N1)NC1=C2[C@@H](N(CC1)C1=NC=CC(=N1)C1CCN(CC1)C(=O)OC(C)(C)C)C